C1(CC2C(CC1)O2)CC[SiH2]OC β-(3,4-epoxycyclohexyl)ethylmethoxysilane